di-n-hexadecyldimethoxysilane C(CCCCCCCCCCCCCCC)[Si](OC)(OC)CCCCCCCCCCCCCCCC